7-(5-{2-[di(propan-2-yl)carbamoyl]-4-fluorophenoxy}pyrimidin-4-yl)-2,7-diazaspiro[4.4]nonane-2-carboxylic acid tert-butyl ester C(C)(C)(C)OC(=O)N1CC2(CC1)CN(CC2)C2=NC=NC=C2OC2=C(C=C(C=C2)F)C(N(C(C)C)C(C)C)=O